C(C)SC1=C(N)C(=CC(=C1)N1CC2=CC=C(C=C2CC1)F)C 2-(ethylthio)-4-(6-fluoro-3,4-dihydroisoquinoline-2(1H)-yl)-6-methylaniline